C1(=CC=CS1)C(=O)OCCC propyl 2-thenoate